[1-[1-(2,6-dioxo-3-piperidinyl)-5-methoxy-3-methyl-2-oxo-benzoimidazol-4-yl]-3-fluoro-4-piperidinyl]-N-methyl-carbamic acid tert-butyl ester C(C)(C)(C)OC(N(C)C1C(CN(CC1)C1=C(C=CC=2N(C(N(C21)C)=O)C2C(NC(CC2)=O)=O)OC)F)=O